2-(Exo-6-amino-3-azabicyclo[3.1.1]heptan-3-yl)-5-(4-chloro-2-methyl-2H-indazol-5-yl)-3-methyl-3,7-dihydro-4H-pyrrolo[2,3-d]pyrimidin-4-one NC1C2CN(CC1C2)C=2N(C(C1=C(N2)NC=C1C1=C(C2=CN(N=C2C=C1)C)Cl)=O)C